t-butyl-cyclohexylcaproic acid amide C(C)(C)(C)C(C(=O)N)(CCCC)C1CCCCC1